2-chloro-6-((2S,5R)-4-((3,3-difluorocyclobutyl)(3-fluoro-4-(trifluoromethyl)phenyl)methyl)-2,5-dimethylpiperazin-1-yl)-8-methyl-9-(((S)-tetrahydrofuran-2-yl)methyl)-9H-purine ClC1=NC(=C2N=C(N(C2=N1)C[C@H]1OCCC1)C)N1[C@H](CN([C@@H](C1)C)C(C1=CC(=C(C=C1)C(F)(F)F)F)C1CC(C1)(F)F)C